C1=C(C=CC2=CC=CC=C12)C=1C=C2C=CC(=C(C2=CC1)C1=C(C=CC2=CC(=CC=C12)C1=CC2=CC=CC=C2C=C1)OCC1=CC=C(C2=CC=CC=C12)C(=O)OC)OCC1=CC=C(C2=CC=CC=C12)C(=O)OC dimethyl 4,4'-[(6,6'-bis(naphthalen-2-yl)[1,1'-binaphthalene]-2,2'-diyl)bis(oxymethylene)]di(naphthalene-1-carboxylate)